5-(7-(1-(2,6-dimethoxy-4-(1,4,5-trimethyl-6-oxo-1,6-dihydropyridin-3-yl)benzyl)-3,3-difluoropiperidin-4-yl)-2,7-diazaspiro[3.5]nonan-2-yl)-N-(2,6-dioxopiperidin-3-yl)picolinamide COC1=C(CN2CC(C(CC2)N2CCC3(CN(C3)C=3C=CC(=NC3)C(=O)NC3C(NC(CC3)=O)=O)CC2)(F)F)C(=CC(=C1)C1=CN(C(C(=C1C)C)=O)C)OC